(R)-cyanoethoxydiisopropylphosphino-(R)-3-amino-1,2-propanediol C(#N)CCO[C@@]([C@@H](CN)O)(O)P(C(C)C)C(C)C